FC1=CC=C(C=C1)C1=NN=C(O1)C=1C(=NC=C(C1)C=1C=NNC1)N 3-(5-(4-fluorophenyl)-1,3,4-oxadiazol-2-yl)-5-(1H-pyrazol-4-yl)pyridin-2-amine